Cl.ClC=1SC2=C(N1)[C@H](C1(CCNCC1)C2)N (4S)-2-chlorospiro[4,6-dihydro-cyclopenta[d]thiazole-5,4'-piperidin]-4-amine hydrochloride